(2S,3S,4R,5R,6R)-2-(4-chloro-3-(4-ethoxybenzyl)phenyl)-4-(dodecanoyloxy)-6-((dodecanoyloxy)methyl)tetrahydro-2H-pyran ClC1=C(C=C(C=C1)[C@H]1O[C@H](C[C@@H](C1)OC(CCCCCCCCCCC)=O)COC(CCCCCCCCCCC)=O)CC1=CC=C(C=C1)OCC